2'-deoxy-2',2'-difluoroadenosine FC1([C@@H](O[C@@H]([C@H]1O)CO)N1C=NC=2C(N)=NC=NC12)F